C(C1=CC=CC=C1)N(C[C@H](O)C=1SC=CC1)C (S)-2-(benzyl(methyl)amino)-1-(thiophen-2-yl)ethan-1-ol